3-((3-chloro-2-methylpyridin-4-yl)thio)propanoic acid methyl ester COC(CCSC1=C(C(=NC=C1)C)Cl)=O